2-amino-N-(2-chloro-6-methylphenyl)thiazole-5-formamide NC=1SC(=CN1)C(=O)NC1=C(C=CC=C1C)Cl